2-[4-(2-cyanophenyl)-2,6-di(propan-2-yl)phenyl]-N-[4-[(dimethylamino)methyl]phenyl]sulfonylacetamide C(#N)C1=C(C=CC=C1)C1=CC(=C(C(=C1)C(C)C)CC(=O)NS(=O)(=O)C1=CC=C(C=C1)CN(C)C)C(C)C